1-(beta-carboline-1-yl)-3,4,5-trihydroxy-1-pentanone C1(=NC=CC=2C3=CC=CC=C3NC12)C(CC(C(CO)O)O)=O